NC=1C(=CC(=C(C(=O)N[C@H]2CN(CC[C@@H]2F)C(=O)OC(C)(C)C)C1)F)NCC(C)OC tert-butyl (3S,4S)-3-(5-amino-2-fluoro-4-((2-methoxypropyl)amino)benzamido)-4-fluoropiperidine-1-carboxylate